2-methoxy-N-(quinolin-8-yl)benzamide COC1=C(C(=O)NC=2C=CC=C3C=CC=NC23)C=CC=C1